N=1N2C(=CC(C1)=O)C(N1C(=C2)C=CC1)=O 7H-pyrrolo[1',2':4,5]pyrazino[1,2-b]pyridazine-3,5-dione